C(CCCCC=C)(=O)[O-] hept-6-enoate